cyclopropylmethyl 2-bromo-2-methoxyacetate BrC(C(=O)OCC1CC1)OC